C(=O)C1=C(OCC2=CC=C(C(=O)NC)C=C2)C=CC=C1 4-((2-formylphenoxy)methyl)-N-methylbenzamide